C(C)(CC)NC1=NC=C(C(=N1)N[C@H]1C[C@H](CCC1)O)C(=O)N 2-(sec-butylamino)-4-((1R,3S)-3-hydroxycyclohexylamino)pyrimidine-5-carboxamide